N-(3-(2-bromothiazol-4-yl)-2-methylcyclopent-2-en-1-yl)-7-(diethylamino)-2-oxo-2H-chromene-3-carboxamide BrC=1SC=C(N1)C1=C(C(CC1)NC(=O)C=1C(OC2=CC(=CC=C2C1)N(CC)CC)=O)C